C1(CC1)C(C(=O)N1OCC[C@H]1C1=CC=C(C#N)C=C1)C 4-[(3S)-2-(2-cyclopropylpropionyl)-1,2-oxazolidin-3-yl]benzonitrile